NCC1=NC2=C3C(=CC=C2C=C1)C=CC=C3 2-(aminomethyl)benzo[h]quinoline